[NH4+].[NH4+].[NH4+].C(CN(CC(=O)[O-])CC(=O)[O-])N(CC(=O)O)CC(=O)[O-] ethylenediaminetetraacetic acid triammonium salt